(S)-3-(5-(4-((1-(4-((3R,4R)-3-cyclopentyl-7-hydroxyisochroman-4-yl)phenyl)piperidin-4-yl)methyl)piperazin-1-yl)-1-oxoisoindolin-2-yl)piperidine-2,6-dione C1(CCCC1)[C@H]1OCC2=CC(=CC=C2[C@H]1C1=CC=C(C=C1)N1CCC(CC1)CN1CCN(CC1)C=1C=C2CN(C(C2=CC1)=O)[C@@H]1C(NC(CC1)=O)=O)O